COC1=C(CN(S(=O)(=O)C2=C(C=CC(=C2)CC)OC)C2=NOC3=C2C(=CC=C3)C=3C=NC=NC3)C=CC(=C1)OC N-(2,4-dimethoxybenzyl)-5-ethyl-2-methoxy-N-(4-(pyrimidin-5-yl)benzo[d]isoxazol-3-yl)benzenesulfonamide